CC=1N=NC=C(N1)C(=O)N 3-methyl-1,2,4-triazine-5-carboxamide